CSCC(=O)N1C(CCCC1)C=1OC=C(N1)C1=CC=C(C=C1)C 2-methylsulfanyl-1-[2-[4-(p-tolyl)oxazol-2-yl]-1-piperidyl]ethanone